2-(4-isobutoxy-3-isopropyl-6-oxopyridazin-1(6H)-yl)-N-(3-(5-methyl-1,3,4-oxadiazol-2-yl)bicyclo[1.1.1]pent-1-yl)acetamide C(C(C)C)OC=1C(=NN(C(C1)=O)CC(=O)NC12CC(C1)(C2)C=2OC(=NN2)C)C(C)C